BrC1=CC=C(C=C1)C(=O)C1CCCC1 (4-bromophenyl)(cyclopentyl)methanone